N-Cyclopropyl-4-hydroxy-8-methoxy-1-neopentyl-2-oxo-1,2-dihydropyrido[2',3':3,4]pyrazolo[1,5-a]pyrimidine-3-carboxamide C1(CC1)NC(=O)C=1C(N(C=2N(C1O)N=C1C2C=CC(=N1)OC)CC(C)(C)C)=O